C(CCCCCCC\C=C/CCCCCCCC)(=O)C1(OCC(CO1)CN(C)C)C(CCCCCCC\C=C/CCCCCCCC)=O 2,2-Dioleoyl-5-dimethylaminomethyl-[1,3]-dioxane